6-Bromopiperazine BrC1CNCCN1